3-[(2-fluoro-3-nitrophenyl)methyl]-2-oxo-4-(trifluoromethyl)-3,4-dihydro-2H-1,3-benzoxazin-7-yl N,N-dimethylcarbamate CN(C(OC1=CC2=C(C(N(C(O2)=O)CC2=C(C(=CC=C2)[N+](=O)[O-])F)C(F)(F)F)C=C1)=O)C